FC=1C=C(N2N=C(N=CC21)N[C@H]2[C@@H](COCC2)O)[C@H](C(F)(F)F)C (3S,4R)-4-({5-fluoro-7-[(2R)-1,1,1-trifluoropropan-2-yl]pyrrolo[2,1-f][1,2,4]triazin-2-yl}amino)oxan-3-ol